methyl 4-(4-ethyl-5-fluoropyridin-3-yl)-2-methyl-5-oxo-1,4,5,7-tetrahydrofuro[3,4-b]pyridine-3-carboxylate C(C)C1=C(C=NC=C1F)C1C2=C(NC(=C1C(=O)OC)C)COC2=O